ClC1=C(C(=CC=C1)N1CCN(CC1)C(C)C)NC(=O)N1CCC(CC1)(C1=CC=C(C=C1)C)C N-{2-chloro-6-[4-(Propan-2-yl)piperazin-1-yl]phenyl}-4-methyl-4-(4-methylphenyl)piperidine-1-carboxamide